BrC1=C(C(=O)O)C=C(C=N1)Br 2,5-dibromonicotinic acid